3-iodo-1,5,6,7-tetrahydropyrano[3,2-c]pyrazole-6-carboxylic acid methyl ester COC(=O)C1CC=2NN=C(C2OC1)I